O=CCC=1C=C(C=CC1)C(C(=O)O)CC 2-(3-(2-oxoethyl)phenyl)butanoic acid